CN(CCNC(=O)C1=CN=C(S1)C=1C(=C2C(=NC1)NC=C2)NC2C[C@@H]1[C@@H](CN(C1)C([C@H](C)O)=O)C2)C N-(2-(dimethylamino)ethyl)-2-(4-(((3aR,5R,6aS)-2-((S)-2-hydroxypropanoyl)-octahydrocyclopenta[c]pyrrol-5-yl)amino)-1H-pyrrolo[2,3-b]pyridin-5-yl)thiazole-5-carboxamide